N-(2-((2S,3R)-1,2-dimethylpiperidin-3-yl)thieno[2,3-b]pyridin-4-yl)-4,6-difluorobenzo[d]thiazol-5-amine CN1[C@H]([C@@H](CCC1)C1=CC=2C(=NC=CC2NC=2C(=CC3=C(N=CS3)C2F)F)S1)C